N1-phenylglycinamide hydrochloride Cl.C1(=CC=CC=C1)NC(CN)=O